CN(C)C1=C(C=CC=C1)C(CC=C)CC=CC=C 4-(dimethylaminophenyl)nonane-1,6,8-triene